C(C)OC=1C=C(C=C2C(=NN(C12)C)C)C(=O)N1CCC2(CC1)CC1=C(N=C(S1)C(CO)(C)C)C(C2)=O (7-ethoxy-1,3-dimethyl-1H-indazole-5-carbonyl)-2-(1-hydroxy-2-methylpropan-2-yl)-5H-spiro[benzo[d]thiazole-6,4'-piperidin]-4(7H)-one